O1C=C(C2=C1C=CC=C2)C[C@H](NC(=O)[C@@H]2OCCC2)B(O)O [(1R)-2-(benzofuran-3-yl)-1-[[(2R)-tetrahydrofuran-2-carbonyl]amino]ethyl]boronic acid